[V].N1=CC=C(C=C1)C1=NC(=NC(=N1)C1=CC=NC=C1)C1=CC=NC=C1 2,4,6-tri(4-pyridyl)-1,3,5-triazine, vanadium salt